5-(4-(6-(((2-(2-oxoimidazolidin-1-yl)ethyl)amino)methyl)pyridin-2-yl)phenoxy)-2-(trifluoromethyl)benzonitrile O=C1N(CCN1)CCNCC1=CC=CC(=N1)C1=CC=C(OC=2C=CC(=C(C#N)C2)C(F)(F)F)C=C1